CC=1N=NN(N1)[C@H](C1CCNCC1)C1=CC=CC=C1 4-((R)-(5-methyl-2H-tetrazol-2-yl)(phenyl)methyl)piperidine